C(#N)[C@H]1N(CC(C1)(F)F)C(CC(=O)NC1=CC=C(C=C1)C)=O (S)-3-(2-cyano-4,4-difluoro-pyrrolidin-1-yl)-3-oxo-N-(p-tolyl)propionamide